N-octadecyl-2-phenyl-3,5,7-triethoxyquinolin-4-one C(CCCCCCCCCCCCCCCCC)N1C(=C(C(C2=C(C=C(C=C12)OCC)OCC)=O)OCC)C1=CC=CC=C1